O[C@@H]1[C@H](O[C@@H]([C@@H]1O)N1C2=NC(=NC(=C2N=C1)NCC1=NC=CC=C1)C=1C=NC=C(C1)OC)C(=O)NC (2S,3S,4R,5S)-3,4-Dihydroxy-5-(2-(5-methoxypyridin-3-yl)-6-((pyridin-2-ylmethyl)amino)-9H-purin-9-yl)-N-methyltetrahydrofuran-2-carboxamide